C(C)N(C(=O)C1=C(OC=2C(=NC=NC2)N2CC3=C(C2)CN(C3)C(=O)OC(C)(C)C)C=CC(=C1)F)C(C)C Tert-butyl 5-(5-(2-(ethyl (isopropyl) carbamoyl)-4-fluorophenoxy) pyrimidin-4-yl)-3,4,5,6-tetrahydropyrrolo[3,4-c]pyrrole-2(1H)-carboxylate